tert-butyl-2-(4,6-dimethylpyrazolo[1,5-a]pyrazin-2-yl)-4-oxo-4H-pyrido[1,2-a]pyrimidin-7-ylboronic acid C(C)(C)(C)C1=C(N=C2N(C1=O)C=C(C=C2)B(O)O)C2=NN1C(C(=NC(=C1)C)C)=C2